N1C(=NC=C1)C1=CC=C(N)C=C1 4-(1H-imidazol-2-yl)aniline